ClC1=CC=C(C=N1)C(C#N)(C)C 2-(6-Chloropyridin-3-yl)-2-methylpropanenitrile